BrC=1C(=CC(=NC1)Cl)C1=CC(=CC=C1)OC 5-bromo-2-chloro-4-(3-methoxyphenyl)pyridine